(E)-3-(4-bromophenyl)-1-(4-(tetrahydro-2H-pyran-4-carbonyl)piperazin-1-yl)prop-2-en-1-one BrC1=CC=C(C=C1)/C=C/C(=O)N1CCN(CC1)C(=O)C1CCOCC1